ClC1=CC=C2C(CC3(C[C@@H](N(CC3)C(=O)OC(C)(C)C)C)C2=C1)O tert-butyl (2'S)-6-chloro-3-hydroxy-2'-methyl-spiro[indane-1,4'-piperidine]-1'-carboxylate